triethylene glycol e-mono(chloroacetate) ClCC(=O)OCCOCCOCCO